((1r,4r)-4-((piperidin-4-ylmethoxy)methyl)cyclohexyl)carbamic acid tert-butyl ester C(C)(C)(C)OC(NC1CCC(CC1)COCC1CCNCC1)=O